C(C)(C)(C)N(C(O)=O)C1=CC(=C(C=C1)C=1C(=NC=CC1)C)F.FC=1C=C(N)C=CC1C=1C(=NC=CC1)C 3-fluoro-4-(2-methylpyridin-3-yl)aniline tert-Butyl-(3-fluoro-4-(2-methylpyridin-3-yl)phenyl)carbamate